ClC=1C=CC(=C(C1)S(=O)(=O)NCC=1OC(=CC1)C1=NC(=C2C(=N1)NN=C2C)OC2CCN(CC2)C(C)C)F 5-chloro-2-fluoro-N-((5-(4-((1-isopropylpiperidin-4-yl)oxy)-3-methyl-1H-pyrazolo[3,4-d]pyrimidin-6-yl)furan-2-yl)methyl)benzenesulfonamide